methyl 6-(1-acetylpiperidin-4-yl)-5-methyl-5H-pyrrolo[2,3-b]pyrazine-2-carboxylate C(C)(=O)N1CCC(CC1)C1=CC=2C(=NC=C(N2)C(=O)OC)N1C